BrC1=C(C=C2C(=NC(=NC2=C1F)OC[C@H]1N(CCC1)C)C1CCNCC1)Cl (S)-4-(7-Bromo-6-chloro-8-fluoro-2-((1-methylpyrrolidin-2-yl)methoxy)quinazolin-4-yl)piperidine